sodium N-hexadecyl-N,N-dimethyl-3-ammonio-1-propanesulfonate C(CCCCCCCCCCCCCCC)[N+](CCCS(=O)(=O)[O-])(C)C.[Na]